C1(=CC=CC=C1)[C@@H](C)NC1CCCC=2C3=C(OC21)C=CC(=C3)C=3C=C2CNC(C2=CC3)=O 5-(6-(((R)-1-phenylethyl)amino)-6,7,8,9-tetrahydrodibenzo[b,d]furan-2-yl)isoindolin-1-one